[Na].C1(CCCC1)CC(=O)N(C)C1=C(C(=C(C=C1)Cl)COC1=C2C=CN=CC2=CC=C1)Cl 2-cyclopentyl-N-[2,4-dichloro-3-(isoquinolin-5-yloxymethyl)phenyl]N-methylacetamide sodium